C[C@@H]1O[C@@H](CN(C1)C1=C(C(=CC(=N1)C1=NC2=CC(=NC=C2C=C1)CNC(C1=CC(=C(C=C1)C)S(=O)(=O)C)=O)C)F)C N-((2-(6-((cis)-2,6-dimethylmorpholino)-5-fluoro-4-methylpyridin-2-yl)-1,6-naphthyridin-7-yl)methyl)-4-methyl-3-(methylsulfonyl)benzamide